9-(n-propyloxy)anthracene C(CC)OC=1C2=CC=CC=C2C=C2C=CC=CC12